3-(5-((6-((4'-chloro-5,5-dimethyl-3,4,5,6-tetrahydro-[1,1'-biphenyl]-2-yl)methyl)-3,6-diazabicyclo[3.1.1]heptan-3-yl)methyl)-4-fluoro-1-oxoisoindolin-2-yl)piperidine-2,6-dione ClC1=CC=C(C=C1)C1=C(CCC(C1)(C)C)CN1C2CN(CC1C2)CC=2C(=C1CN(C(C1=CC2)=O)C2C(NC(CC2)=O)=O)F